6-(2-Chloro-3-(2-chloro-3-fluoropyridin-4-yl)phenyl)-2-methoxynicotinaldehyde ClC1=C(C=CC=C1C1=C(C(=NC=C1)Cl)F)C1=NC(=C(C=O)C=C1)OC